4-(4-chlorophenyl)imidazolidine-2-thione ClC1=CC=C(C=C1)C1NC(NC1)=S